(E)-N,N-Dimethyl-4-((1-(((5-((Z)-4,4,4-trifluoro-1-(3-fluoro-1-(tetrahydro-2H-pyran-2-yl)-1H-indazol-5-yl)-2-phenylbut-1-en-1-yl)pyridin-2-yl)oxy)methyl)cyclopropyl)amino)but-2-enamide CN(C(\C=C\CNC1(CC1)COC1=NC=C(C=C1)\C(=C(\CC(F)(F)F)/C1=CC=CC=C1)\C=1C=C2C(=NN(C2=CC1)C1OCCCC1)F)=O)C